1-(3,3-dimethylpiperazin-1-yl)ethan-1-one CC1(CN(CCN1)C(C)=O)C